1-(5-(methylsulfonyl)-2-(2-propylamino)benzoyl)-D-prolinamide CS(=O)(=O)C=1C=CC(=C(C(=O)N2[C@H](CCC2)C(=O)N)C1)NC(C)C